(methoxyhexyl)ethylhexylamine COCCCCCCN(CCCCCC)CC